6-(6-Chloro-1-tetrahydropyran-4-yl-pyrazolo[3,4-d]pyrimidin-4-yl)-2-oxa-6-azaspiro[3.3]heptane ClC1=NC(=C2C(=N1)N(N=C2)C2CCOCC2)N2CC1(COC1)C2